6-lactosyl-galactose C1([C@H](O)[C@@H](O)[C@H](O[C@H]2[C@H](O)[C@@H](O)[C@@H](O)[C@H](O2)CO)[C@H](O1)CO)C([C@H]([C@@H]([C@@H]([C@H](C=O)O)O)O)O)O